S(=O)(=O)(O)CCCOC(C(=C)C)=O 3-sulfopropylmethacrylate